C1(NC(C2=C3C(C=CC=C13)=CC=C2)=O)=O benzo[de]isoquinoline-1,3(1H,3H)-dione